C(C1=C(C(=CC(=C1)C)C1(CCCCC1)C)O)C1=C(C(=CC(=C1)C)C1(CCCCC1)C)O 2,2'-Methylenebis(6-(1-methylcyclohexyl)-4-methylphenol)